OC=1C=C2C\C(\C(C2=CC1O)=O)=C/C1=C(C=CC(=C1)C(F)(F)F)O (E)-5,6-dihydroxy-2-(2-hydroxy-5-(trifluoromethyl)benzylidene)-2,3-dihydro-1H-inden-1-one